(S)-2-chloro-N-(1-(1-(5-((dimethyl(oxo)-λ6-sulfaneylidene)amino)pyridin-2-yl)-1H-1,2,4-triazol-5-yl)ethyl)-5-(trifluoromethyl)benzamide ClC1=C(C(=O)N[C@@H](C)C2=NC=NN2C2=NC=C(C=C2)N=S(=O)(C)C)C=C(C=C1)C(F)(F)F